(6-chloro-4-isopropylquinolin-3-yl)methyl methanesulfonate CS(=O)(=O)OCC=1C=NC2=CC=C(C=C2C1C(C)C)Cl